OC1=NC(=NC(=C1C(=O)O)C)C1=NC=CC=C1 4-hydroxy-6-methyl-2-(pyridin-2-yl)pyrimidine-5-carboxylic acid